3,9-diazabicyclo[3.3.1]nonane-3-carboxylic acid 2-(triMethylsilyl)ethyl ester C[Si](CCOC(=O)N1CC2CCCC(C1)N2)(C)C